C[C@H]1N(CCOC1)C1=CC(NC(=C1)N1CCS(CCC1)=O)=O 4-[(3R)-3-methylmorpholin-4-yl]-6-(1-oxo-1,4-thiazepan-4-yl)-1H-pyridin-2-one